(E)-Ethyl 6-(3-ethoxy-2-methoxy-3-carbonylprop-1-en-1-yl)-5-nitronicotinate C(C)OC(\C(=C/C1=NC=C(C(=O)OCC)C=C1[N+](=O)[O-])\OC)=C=O